FC1=C(OC2CCN(CC2)C2=C(C#N)C=CC=C2[N+](=O)[O-])C=CC(=C1)OC 4-(2-fluoro-4-methoxyphenoxy)piperidin-1-yl-3-nitrobenzonitrile